C(C)(=O)C1=NN(C2=CC=C(C=C12)C=1C=CC=2N(C1)C=C(N2)C)CC(=O)N2[C@@H](C[C@H](C2)F)C(=O)NC2=NC(=CN=C2)Br (2S,4R)-1-(2-(3-acetyl-5-(2-methylimidazo[1,2-a]pyridin-6-yl)-1H-indazol-1-yl)acetyl)-N-(6-bromopyrazin-2-yl)-4-fluoropyrrolidine-2-carboxamide